tert-butyl (R)-3-(4-(6-((S)-2,6-bis((tert-butoxycarbonyl) amino) hexanamido) pyridin-3-yl) phenoxy)-2-hydroxypropionate C(C)(C)(C)OC(=O)N[C@H](C(=O)NC1=CC=C(C=N1)C1=CC=C(OC[C@H](C(=O)OC(C)(C)C)O)C=C1)CCCCNC(=O)OC(C)(C)C